FC1(C(C1)C=O)F (2,2-difluorocyclopropyl)-methanone